(3,3-diphenyl-propenyl)(methyl)sulfonic acid C1(=CC=CC=C1)C(C=COS(=O)(=O)C)C1=CC=CC=C1